CN1N=CC=C1C1=CC=C(C(=N1)NC=1C=CC(=NC1)N)[N+](=O)[O-] N5-(6-(1-methyl-1H-pyrazol-5-yl)-3-nitropyridin-2-yl)pyridine-2,5-diamine